NC1=NC=NC=2C3=C(CC(C12)(C)C)C(=C(C=C3)O[C@@H]3CC[C@H](CC3)N)N3CC(CC3)C#N 1-[4-amino-8-(trans-4-aminocyclohexyloxy)-5,5-dimethyl-6H-benzo[H]quinazolin-7-yl]pyrrolidine-3-carbonitrile